N-[2-(pyridin-3-yl)-[1,3]thiazolo[5,4-c]pyridin-6-yl]-6-[(pyrrolidin-1-yl)methyl]pyridin-2-amine N1=CC(=CC=C1)C=1SC=2C=NC(=CC2N1)NC1=NC(=CC=C1)CN1CCCC1